2-((4-fluoro-3-methoxy-2-methylphenyl)-amino)-N-(6-methoxy-2-methylpyridin-3-yl)-4-(trifluoromethyl)-benzamide FC1=C(C(=C(C=C1)NC1=C(C(=O)NC=2C(=NC(=CC2)OC)C)C=CC(=C1)C(F)(F)F)C)OC